ClC=1SC=C(C1N1C(N(C2=NC(=NC=C2C1)NC1=C(C=C(C=C1)C1CCN(CC1)C)OC)C1=CC=C(C=C1)OC)=O)CF 3-(2-chloro-4-(fluoromethyl)thiophen-3-yl)-7-((2-methoxy-4-(1-methylpiperidin-4-yl)phenyl)amino)-1-(4-methoxyphenyl)-3,4-dihydropyrimido[4,5-d]pyrimidin-2(1H)-one